(S)-N-(3-(3-cyanopyrrolidin-1-yl)-1H-pyrazolo[4,3-c]pyridin-6-yl)acetamide trifluoroacetate FC(C(=O)O)(F)F.C(#N)[C@@H]1CN(CC1)C1=NNC2=C1C=NC(=C2)NC(C)=O